Trifluorobromoethylene FC(=C(Br)F)F